C(CC(O)(C(=O)O)CC(=O)O)(=O)O.C(CCCCCCC\C=C/CCCCCCCC)(=O)OCC(O)CO Glyceryl Oleat Citrat